COC(=O)C1=CC=C(C=C1)[C@@H]1C=C(CCN1C(=O)OCC1=CC=CC=C1)C=1C=NN(C1)C benzyl (S)-6-(4-(methoxycarbonyl) phenyl)-4-(1-methyl-1H-pyrazol-4-yl)-3,6-dihydropyridine-1(2H)-carboxylate